ClC=1C=CC(=NC1)CNC(=O)C12OCC(CC1)(CC2)NC(OC(C)(C)C)=O tert-butyl (1-(((5-chloropyridin-2-yl)methyl)carbamoyl)-2-oxabicyclo[2.2.2]octan-4-yl)carbamate